N-methylphenyl-N',N'-dihexylurea CN(C(=O)N(CCCCCC)CCCCCC)C1=CC=CC=C1